COC1=CC=C(COCC2(C(CCC2)=O)C(=O)OCC=C)C=C1 allyl 1-(((4-methoxybenzyl)oxy)methyl)-2-oxocyclopentane-1-carboxylate